C(CCCCCCCCCCCCCCC)(=O)N.C(CCCCCCCCCCCCCCC)(=O)N dipalmitic acid amide